(3R)-3-{[1-(propan-2-yl)-1H-pyrazol-4-yl]amino}piperidine-1-carboxylic acid tert-butyl ester C(C)(C)(C)OC(=O)N1C[C@@H](CCC1)NC=1C=NN(C1)C(C)C